(R)-4-(2-chloro-6-methyl-7-(1-methyl-1H-pyrazol-5-yl)thieno[3,2-d]pyrimidine-4-yl)-3-methylmorpholine ClC=1N=C(C2=C(N1)C(=C(S2)C)C2=CC=NN2C)N2[C@@H](COCC2)C